NC(C(CC(C)(C)NC(OC(C)(C)C)=O)NCC1=CC=CC=C1)=O tert-Butyl 5-amino-4-(benzylamino)-2-methyl-5-oxopentan-2-ylcarbamate